COC1=CC=C(C=C1)C=1N=C(SC1)NC([C@H](CNC(C1=CC=CC=C1)=O)NS(=O)(=O)C1=CC=C(C=C1)C)=O (S)-N-(3-((4-(4-methoxyphenyl)thiazol-2-yl)amino)-2-(4-methylphenylsulfonamido)-3-oxopropyl)benzamide